NC(C(COC1CN(C1)C(COCC#C)=O)NC(COC=1C=C(OC2=CC=C(C=N2)C(=O)N[C@H](C(=O)OC)CCC(C)(C)C)C=CC1)=O)=O methyl (2S)-2-[[6-[3-[2-[[2-amino-2-oxo-1-[[1-(2-prop-2-ynoxyacetyl)azetidin-3-yl]oxymethyl]ethyl]amino]-2-oxo-ethoxy]phenoxy]pyridine-3-carbonyl]amino]-5,5-dimethyl-hexanoate